FC(OC1=C(C=C(C=C1)CC=O)C1=NN(C=C1NC(=O)C=1C=NN2C1N=CC=C2)CC(N(C)C)=O)F N-[3-[2-(difluoromethoxy)-5-(2-oxoethyl)phenyl]-1-[(dimethylcarbamoyl)methyl]-1H-pyrazol-4-yl]pyrazolo[1,5-a]pyrimidine-3-carboxamide